6-(N-ethylamino)-1,2,4-trifluoro-7-methyl-3H-xanthen-3-one C(C)NC=1C=C2OC3=C(C(C(=C(C3=CC2=CC1C)F)F)=O)F